2-((2-((2-chloro-3-(3'-chloro-5-(((2-hydroxyethyl)amino)methyl)-6-methoxy-[2,4'-bipyridin]-2'-yl)phenyl)amino)-3-fluoropyridin-4-yl)methyl)-2,5-diazaspiro[3.4]octan-6-one ClC1=C(C=CC=C1C1=NC=CC(=C1Cl)C1=NC(=C(C=C1)CNCCO)OC)NC1=NC=CC(=C1F)CN1CC2(C1)NC(CC2)=O